C(C)(C)(C)CC(C)(C)OC(=O)N(C(O)=O)C1=NN2C(C=C(C=C2)C2=C(C(=CC=C2F)Br)F)=N1.C(=CC1=CC=CC=C1)C1=CC=C(C=C1)N(C1=CC=CC=C1)C1=CC=C(C=C1)C=CC1=CC=CC=C1 di(4-styryl-phenyl)aniline tert-butyl-(7-(3-bromo-2,6-difluorophenyl)-[1,2,4]triazolo[1,5-a]pyridin-2-yl)(tert-butoxycarbonyl)carbamate